2-phenoxy-5-amino-N-(1-(3-(thiazol-2-yl)phenyl)ethyl)benzamide O(C1=CC=CC=C1)C1=C(C(=O)NC(C)C2=CC(=CC=C2)C=2SC=CN2)C=C(C=C1)N